cis-vinyl phosphate P(=O)(OC=C)([O-])[O-]